N-(4-(4-amino-7-isopropylimidazo[5,1-f][1,2,4]triazin-5-yl)benzyl)-2-(dimethylamino)benzamide NC1=NC=NN2C1=C(N=C2C(C)C)C2=CC=C(CNC(C1=C(C=CC=C1)N(C)C)=O)C=C2